(2-chlorophenyl)-2-phenylquinazolin-8-ol ClC1=C(C=CC=C1)C1=NC(=NC2=C(C=CC=C12)O)C1=CC=CC=C1